C(#N)C=1C=NN2C1C(=CC(=C2)OCCN2CCNCC2)C=2C=CC(=NC2)N2CCC(CC2)(C)NC(C2=CC=CC=C2)=O N-(1-(5-(3-cyano-6-(2-(piperazin-1-yl)ethoxy)pyrazolo[1,5-a]pyridin-4-yl)pyridin-2-yl)-4-methylpiperidin-4-yl)benzamide